COS(=O)(=O)CC1=NOC(=C1)C1=CC=C(C=C1)I (5-(4-Iodophenyl)isoxazol-3-yl)methanesulfonic acid methyl ester